5-amino-2,4-dihydroxybenzoic acid methyl ester COC(C1=C(C=C(C(=C1)N)O)O)=O